C(C1=CC=CC=C1)OCCOC[C@](C)(O)C1=CC=C(S1)S(=O)(=O)N (S)-5-(1-(2-(benzyloxy)ethoxy)-2-hydroxypropan-2-yl)thiophene-2-sulfonamide